2-{[8-(5-fluoropyridin-2-yl)-3-oxo-1H,2H,3H-benzo[e]isoindol-2-yl]methyl}prop-2-enamide FC=1C=CC(=NC1)C=1C=CC2=C(C=3CN(C(C3C=C2)=O)CC(C(=O)N)=C)C1